2-ethoxy-4-formylphenyl 2-hydroxybenzoate OC1=C(C(=O)OC2=C(C=C(C=C2)C=O)OCC)C=CC=C1